1-[(5-Chloro-3-pyridyl)methyl]-6-[3-(difluoromethoxy)-4-fluoro-phenyl]pyrazolo[4,3-b]pyridine ClC=1C=C(C=NC1)CN1N=CC2=NC=C(C=C21)C2=CC(=C(C=C2)F)OC(F)F